BrC=1C=2N(C=CC1)C(=C(N2)C(=O)OCC)C(F)(F)F ethyl 8-bromo-3-(trifluoromethyl)imidazo[1,2-a]pyridine-2-carboxylate